4-(1H-indol-5-yl)-7-methoxy-1H-1,3-benzodiazol N1C=CC2=CC(=CC=C12)C1=CC=C(C=2NC=NC21)OC